6-chloro-7-fluoro-3-{4-[3-(1H-imidazol-4-yl)-piperidin-1-yl]-pyrimidin-2-yl}-imidazo[1,2-a]pyridine ClC=1C(=CC=2N(C1)C(=CN2)C2=NC=CC(=N2)N2CC(CCC2)C=2N=CNC2)F